[N+](=O)([O-])C1=CC=C(C=C1)CCS 2-(4-nitrophenyl)ethanethiol